C(C)N(CCC1=C(N=C(S1)N)C)C(C)C 5-(2-(ethyl-(isopropyl)amino)ethyl)-4-methylthiazol-2-amine